FC=1C=C(C=C(C1)F)C1=NO[C@@](C1)(C=C)C(=O)N[C@H]1C=C[C@H](C1)C(=O)OC methyl (1S,4R)-4-[[[(5S)-3-(3,5-difluorophenyl)-5-vinyl-4H-1,2-oxazole-5-yl]carbonyl]amino]cyclopent-2-ene-1-carboxylate